Cyclohexa-1,3-diene C1=CC=CCC1